(R)-4-(((5-(1,2-dithiolan-3-yl)pentanoyl)oxy)methoxy)-4-oxobutanoic acid S1S[C@@H](CC1)CCCCC(=O)OCOC(CCC(=O)O)=O